CNC(=O)C=1NC2=CC=CC(=C2C1)C=1CCN(CC1)C(=O)OC(C)(C)C tert-butyl 4-(2-(methylcarbamoyl)-1H-indol-4-yl)-3,6-dihydropyridine-1(2H)-carboxylate